N-[(4-cyanophenyl)methyl]-N-methoxy-cyclopropanecarboxamide C(#N)C1=CC=C(C=C1)CN(C(=O)C1CC1)OC